methyl 3,4-difluoro-2-(phenylamino)-5-formylbenzoate FC=1C(=C(C(=O)OC)C=C(C1F)C=O)NC1=CC=CC=C1